CC(C(CC(=O)NS(=O)(=O)C1=CC=C(C)C=C1)=O)(C)C 4,4-dimethyl-3-oxo-N-tosylvaleramide